C(#N)CN1N=C(C(=C1)C1=CN=C2N1C=CN=C2NC2=CC(=C(C(=O)N[C@@H](C(N[C@H]1CNCC1)=O)C)C=C2)CC)C(F)(F)F 4-[[3-[1-(cyanomethyl)-3-(trifluoromethyl)pyrazol-4-yl]imidazo[1,2-a]pyrazin-8-yl]amino]-2-ethyl-N-[(1R)-1-methyl-2-oxo-2-[[(3R)-pyrrolidin-3-yl]amino]ethyl]benzamide